C(C)(C)(C)OC(=O)N1[C@@H]([C@H](CCC1)O[Si](C)(C)C(C)(C)C)CO (2r,3s)-3-((tert-butyldimethylsilyl)oxy)-2-(hydroxymethyl)piperidine-1-carboxylic acid tert-butyl ester